(R)-6-bromo-2,8-dimethyl-4-((1-(3-nitro-5-(trifluoromethyl)phenyl)ethyl)amino)pyrido[2,3-d]pyrimidin-7(8H)-one BrC1=CC2=C(N=C(N=C2N[C@H](C)C2=CC(=CC(=C2)C(F)(F)F)[N+](=O)[O-])C)N(C1=O)C